(2R,4R)-1-(((9H-Fluoren-9-yl)methoxy)carbonyl)-4-((((benzyloxy)carbonyl)amino)methyl)pyrrolidine-2-carboxylic acid C1=CC=CC=2C3=CC=CC=C3C(C12)COC(=O)N1[C@H](C[C@@H](C1)CNC(=O)OCC1=CC=CC=C1)C(=O)O